tert-butyl (5-(((2S,5S)-5-(hydroxymethyl)-2-isopropyl-1-methyl-3-oxo-1,2,3,4,5,6-hexahydrobenzo[e][1,4]diazocin-9-yl)oxy)pentyl)carbamate OC[C@@H]1CC2=C(N([C@H](C(N1)=O)C(C)C)C)C=C(C=C2)OCCCCCNC(OC(C)(C)C)=O